C(C)N1C2=C(OCC1=O)C(=CC(=C2)NC2=NC=C(C(=N2)C2=C(C=C(C=C2)F)OC)F)CN2CCN(CC2)C(C)C 4-Ethyl-6-((5-fluoro-4-(4-fluoro-2-methoxyphenyl)pyrimidin-2-yl)amino)-8-((4-isopropylpiperazin-1-yl)methyl)-2H-benzo[b][1,4]oxazin-3(4H)-one